N3-Methyl-1-((S)-1-phenylethyl)-N5-(2-(tetrahydro-2H-pyran-3-yl)ethyl)-1H-pyrazole-3,5-dicarboxamide CNC(=O)C1=NN(C(=C1)C(=O)NCCC1COCCC1)[C@@H](C)C1=CC=CC=C1